N-(3'-Bromo-5-chloro-5'-hydroxy-[1,1'-biphenyl]-2-yl)-4-methylbenzenesulfonamide BrC=1C=C(C=C(C1)O)C1=C(C=CC(=C1)Cl)NS(=O)(=O)C1=CC=C(C=C1)C